C(C)(C)(C)OC(=O)N1CCN(CC1)C1=C(N(C=2N(C1=O)N=C(N2)Br)CC(=O)NC2=C(C=C(C=C2)SC([2H])([2H])[2H])Cl)CC 4-(2-bromo-4-(2-((2-chloro-4-((methyl-d3)thio)phenyl)amino)-2-oxoethyl)-5-ethyl-7-oxo-4,7-dihydro-[1,2,4]triazolo[1,5-a]pyrimidin-6-yl)piperazine-1-carboxylic acid tert-butyl ester